(3R)-1-[1-(azetidin-3-yl)-2-[1-(cyclopropylmethyl)-1H-pyrrolo[2,3-b]pyridin-2-yl]-7-methoxy-1H-1,3-benzodiazole-5-carbonyl]piperidin-3-amine N1CC(C1)N1C(=NC2=C1C(=CC(=C2)C(=O)N2C[C@@H](CCC2)N)OC)C2=CC=1C(=NC=CC1)N2CC2CC2